FC1=CC=C(C(=N)NC2=NC=CC=C2)C=C1 4-Fluoro-N-(pyridin-2-yl)benzamidine